C1(=CC=CC=C1)C=CC=C 1-phenyl-1,3-butadiene